(E)-N'-(1-(furan-2-yl)ethylidene)hydrazinecarbothiohydrazide tert-butyl-2-(dimethylcarbamoyl)-4,6,7,8-tetrahydropyrazolo[1,5-a][1,4]diazepine-5-carboxylate C(C)(C)(C)OC(=O)N1CC=2N(CCC1)N=C(C2)C(N(C)C)=O.O2C(=CC=C2)\C(\C)=N\NC(=S)NN